tert-butyl (2R,5S)-5-[[2-(4-chloro-3-fluoro-phenoxy)acetyl]amino]-2-[6-(trifluoromethyl)imidazo[1,2-a]pyridin-2-yl]piperidine-1-carboxylate ClC1=C(C=C(OCC(=O)N[C@H]2CC[C@@H](N(C2)C(=O)OC(C)(C)C)C=2N=C3N(C=C(C=C3)C(F)(F)F)C2)C=C1)F